1-[2-[[4-[[3-(2,3-difluoro-4-methoxy-phenyl)imidazo[1,2-a]pyrazin-8-yl]amino]-2-ethyl-benzoyl]amino]ethyl]pyrrolidine-3-carboxamide FC1=C(C=CC(=C1F)OC)C1=CN=C2N1C=CN=C2NC2=CC(=C(C(=O)NCCN1CC(CC1)C(=O)N)C=C2)CC